FC(C1=CC=2C(=NN(N2)C2=C(C(=CC(=C2)C(C)(C)CC(C)(C)C)C(C)(C)C2=CC=CC=C2)O)C=C1)(F)F 5-Trifluoromethyl-2-(2-hydroxy-3-alpha-cumyl-5-tert-octylphenyl)-2H-benzotriazole